ClC=1C(=NC=C(C1)Cl)C#N 3,5-DICHLOROPICOLINONITRILE